C1(=NC=CC2=CC=CC=C12)SC=1C=2N(C(=NC1)N1CCC3([C@@H]([C@@H](OC3)C)N)CC1)C=CN2 (3S,4S)-8-(8-(isoquinolin-1-ylthio)imidazo[1,2-c]pyrimidin-5-yl)-3-methyl-2-oxa-8-azaspiro[4.5]decan-4-amine